((1R,8S,9s)-bicyclo[6.1.0]non-4-yn-9-yl)methyl (10-(3-(5-(4-acryloyl-2-oxopiperazin-1-yl)furan-2-yl)propanamido)decyl)carbamate C(C=C)(=O)N1CC(N(CC1)C1=CC=C(O1)CCC(=O)NCCCCCCCCCCNC(OCC1[C@H]2CCC#CCC[C@@H]12)=O)=O